tert-butyl (S)-(3-(2-azido-2-(thiazol-2-yl)ethyl)phenyl)carbamate N(=[N+]=[N-])[C@@H](CC=1C=C(C=CC1)NC(OC(C)(C)C)=O)C=1SC=CN1